N-(((9H-fluoren-9-yl)methoxy)carbonyl)-O-(2-(methylamino)-2-oxoethyl)-L-serine C1=CC=CC=2C3=CC=CC=C3C(C12)COC(=O)N[C@@H](COCC(=O)NC)C(=O)O